ethyl 2-[8-chloro-2-isopropyl-9-(methylamino)-5-oxobenzo[b]1,8-naphthyridin-10-yl]acetate ClC=1C=CC2=C(N(C=3N=C(C=CC3C2=O)C(C)C)CC(=O)OCC)C1NC